1-(7-((3,3-difluorocyclobutyl)methoxy)-3,4-dihydroisoquinolin-2(1H)-yl)prop-2-en-1-one FC1(CC(C1)COC1=CC=C2CCN(CC2=C1)C(C=C)=O)F